COC(=O)C1(CN(CC1)C(C1=CC=CC=C1)(C1=CC=CC=C1)C1=CC=CC=C1)CCC=C 3-(but-3-en-1-yl)-1-tritylpyrrolidine-3-carboxylic acid methyl ester